4-amino-1-(cyclobutylmethyl)-1H-pyrazole-5-carbonitrile NC=1C=NN(C1C#N)CC1CCC1